CC1=C(N=CS1)C1=C(C=NN1C)Cl 5-methyl-4-(4-chloro-1-methyl-1H-pyrazol-5-yl)thiazole